β-L-rhamnopyranose O[C@@H]1[C@H](O)[C@H](O)[C@@H](O)[C@@H](O1)C